(3S,4R)-4-((5-chloro-4-((S)-3-ethyl-7-fluoro-3-methyl-2,3-dihydrobenzofuran-5-yl)pyrimidin-2-yl)amino)tetrahydro-2H-pyran-3-ol ClC=1C(=NC(=NC1)N[C@H]1[C@@H](COCC1)O)C=1C=C(C2=C([C@](CO2)(C)CC)C1)F